BrC=1C=C(C=CC1)C(C(=O)OC)(CCOC(CO[Si](C)(C)C(C)(C)C)(C)C)C methyl 2-(3-bromophenyl)-4-((1-((tert-butyldimethylsilyl)oxy)-2-methylpropan-2-yl)oxy)-2-methylbutanoate